N(=[N+]=[N-])C=1C=C(COC(=O)NCCCC[C@H](N)C(=O)O)C=CC1 N6-[{(m-azidobenzyl)oxy}carbonyl]-L-lysine